acryloyl-propanesulfonic acid C(C=C)(=O)C(CC)S(=O)(=O)O